S1C(=NC2=C1C=CC=C2)NC2=C(C1=C(N=N2)N(CC1)C=1SC(=C(N1)C(=O)O)CCCOC1=C(C=C(C=C1)C#CCNC)F)C [3-(1,3-benzothiazol-2-ylamino)-4-methyl-5,6-dihydropyrrolo[2,3-c]pyridazin-7-yl]-5-[3-[2-fluoro-4-[3-(methylamino)prop-1-ynyl]phenoxy]propyl]thiazole-4-carboxylic acid